triphenylpentyl-phosphonium bromide [Br-].C1(=CC=CC=C1)C(CCCC[PH3+])(C1=CC=CC=C1)C1=CC=CC=C1